NC=1NC(C=2N=CN(C2N1)\C=C\1/[C@@](C1)(CO)COP(=O)([O-])N[C@@H](C)C(=O)[O-])=O.[Li+].[Li+] lithium ((((S,Z)-2-((2-amino-6-oxo-1,6-dihydro-9H-purin-9-yl)methylene)-1-(hydroxymethyl)cyclopropyl)methoxy)oxidophosphoryl)-L-alaninate